CC1=C(C=NN1C1CCNCC1)C=1C=C(C=2N(C1)N=CC2C#N)OC(C(F)(F)F)C2CCOCC2 6-[5-methyl-1-(piperidin-4-yl)pyrazol-4-yl]-4-[2,2,2-trifluoro-1-(oxan-4-yl)ethoxy]pyrazolo[1,5-a]pyridine-3-carbonitrile